2-((4,5-dihydro-1H-imidazol-2-yl)methyl)-1-((1s,4s)-4-isopropylcyclohexyl)-3-oxo-2,3-dihydro-1H-spiro[isoquinoline-4,4-piperidin]-7-yl carbamate C(N)(OC1=CC=C2C(=C1)C(N(C(C21CCNCC1)=O)CC=1NCCN1)C1CCC(CC1)C(C)C)=O